(6R,9S)-N-(4-bromo-5-chloro-2-fluorophenyl)-3-oxo-3,5,6,7,8,9-hexahydro-2H-6,9-epiminocyclohepta[c]pyridine-10-carboxamide BrC1=CC(=C(C=C1Cl)NC(=O)N1[C@H]2CC=3C(=CNC(C3)=O)[C@@H]1CC2)F